N-((3R,4R)-3-fluoro-1-(oxetan-3-yl)piperidin-4-yl)-5-(1-((S)-1-fluoropropan-2-yl)-1H-benzo[d][1,2,3]triazol-6-yl)-4-methoxypyrrolo[2,1-f][1,2,4]triazin-2-amine F[C@@H]1CN(CC[C@H]1NC1=NN2C(C(=N1)OC)=C(C=C2)C=2C=CC1=C(N(N=N1)[C@H](CF)C)C2)C2COC2